(4aR,8aS)-6-[4-(4-Chloro-3-pyrazol-1-yl-phenoxy)piperidine-1-carbonyl]-4,4a,5,7,8,8a-hexahydropyrido[4,3-b][1,4]oxazin-3-one ClC1=C(C=C(OC2CCN(CC2)C(=O)N2C[C@@H]3[C@@H](OCC(N3)=O)CC2)C=C1)N1N=CC=C1